1-cyclopropyl-1H-pyrazolo[3,4-d]pyrimidin-6-amine C1(CC1)N1N=CC=2C1=NC(=NC2)N